(2S)-4-(1,3-dimethyl-indol-6-yl)-2-(9H-fluoren-9-ylmethoxycarbonylamino)butanoic acid CN1C=C(C2=CC=C(C=C12)CC[C@@H](C(=O)O)NC(=O)OCC1C2=CC=CC=C2C=2C=CC=CC12)C